BrC=1C=C2/C(/C(NC2=CC1)=O)=N/NC1=CC=CC=C1 (Z)-2-(5-Bromo-2-oxoindoline-3-ylidene)-N-phenylhydrazine